methane-sulfonamide CS(=O)(=O)N